C1(=CC=CC=C1)S(=O)(=O)N1C=CC=2C1=NC=CC2C2=NNN=C2C2=CC=C(C=C2)F 4-[1-(benzenesulfonyl)pyrrolo[2,3-b]pyridin-4-yl]-5-(4-fluorophenyl)-2H-1,2,3-triazole